(±)-trans-N-[8-chloro-6-(3-methyl-2-oxo-benzoimidazol-1-yl)-3-isoquinolinyl]-2-cyano-cyclopropanecarboxamide ClC=1C=C(C=C2C=C(N=CC12)NC(=O)[C@H]1[C@@H](C1)C#N)N1C(N(C2=C1C=CC=C2)C)=O |r|